The molecule is an arenesulfonic acid that is benzenesulfonic acid in which the hydrogen at position 4 is replaced by a methyl group. It is a member of toluenes and an arenesulfonic acid. It is a conjugate acid of a toluene-4-sulfonate. CC1=CC=C(C=C1)S(=O)(=O)O